6-(3-trifluoromethylpyridin-2-yl)-3-t-Butoxycarbonylamino-2-pyrazinecarboxylic acid methyl ester COC(=O)C1=NC(=CN=C1NC(=O)OC(C)(C)C)C1=NC=CC=C1C(F)(F)F